7-chloro-2-methyl-5-(2-methylsulfanyl-pyrimidin-4-yl)pyrazolo[1,5-a]pyrimidine ClC1=CC(=NC=2N1N=C(C2)C)C2=NC(=NC=C2)SC